C(=O)(OC(C)(C)C)N1[C@@H](CCC1)CO N-BOC-L-prolinol